C(C1CO1)C1=C(C(=C(C=C1)O)C)C=O glycidyl-ortho-cresolformaldehyde